P(=O)([O-])([O-])[O-].C(CCCCC(C)C)[O-] isooctanolate phosphate